BrC=1C=C2C(=NC1)N(N=C2)C2CC(C2)=O 3-{5-bromo-1H-pyrazolo[3,4-b]pyridin-1-yl}cyclobutan-1-one